C(C1=CC=CC=C1)OC[C@@H]1OC[C@@H](C(C1)=O)F |r| Rac-(2R,5S)-2-((benzyloxy)methyl)-5-fluorotetrahydro-4H-pyran-4-one